1,3-dibromo-5-t-butylbenzene BrC1=CC(=CC(=C1)C(C)(C)C)Br